C(#N)CC=1N=C2N(N(C(C(=C2N2[C@H](CN([C@@H](C2)CC)C(C)C=2C=NC(=CC2)C2CC2)CC)C#N)=O)C)C1 2-(cyanomethyl)-8-((2s,5r)-4-(1-(6-cyclopropylpyridin-3-yl)ethyl)-2,5-diethylpiperazin-1-yl)-5-methyl-6-oxo-5,6-dihydroimidazo[1,2-b]pyridazine-7-carbonitrile